2-sulfofumaric acid S(=O)(=O)(O)/C(/C(=O)O)=C\C(=O)O